(R)-1-ethyl-5-(6-(2-hydroxy-6-methyl-4-(trifluoromethyl)phenyl)-2H-pyrazolo[3,4-b]pyrazin-2-yl)piperidin-2-one C(C)N1C(CC[C@H](C1)N1N=C2N=C(C=NC2=C1)C1=C(C=C(C=C1C)C(F)(F)F)O)=O